BrC1=CC(=C(C=C1F)N1C[C@@H](N(CC1)C)C)[N+](=O)[O-] (S)-4-(4-bromo-5-fluoro-2-nitrophenyl)-1,2-dimethylpiperazine